2,4-diamino-6-(hydroxymethyl)pteridine hydrochloride Cl.NC1=NC2=NC=C(N=C2C(=N1)N)CO